(4-methoxyphenyl)-2-(pyridin-4-yl)pyrido[3,4-d]pyrimidin-4-amine COC1=CC=C(C=C1)C1=CN=CC=2N=C(N=C(C21)N)C2=CC=NC=C2